C(C)OC(=O)C=1SC(=NN1)N1CC(N(CC1)C(=O)C1=CC=C2C(=N1)C(CN2C2=CC(=C(C=C2)Cl)F)(C)C)(C)C 5-(4-(1-(4-chloro-3-fluorophenyl)-3,3-dimethyl-2,3-dihydro-1H-pyrrolo[3,2-b]pyridine-5-carbonyl)-3,3-dimethylpiperazin-1-yl)-1,3,4-thiadiazole-2-carboxylic acid ethyl ester